6-(tert-butyl)-2-oxo-10-((tetrahydrofuran-3-yl)methoxy)-6,7-dihydro-2H-pyrido[2',1':3,4]pyrazino[1,2-b]indazole-3-carboxylic acid C(C)(C)(C)C1N2C(C=3N(N=C4C(=CC=CC34)OCC3COCC3)C1)=CC(C(=C2)C(=O)O)=O